FC1=C2C(C=CNC2=CC(=C1C=1NC(C=CN1)=O)F)=O 5,7-difluoro-4-oxo-6-(6-oxo-1,6-dihydropyrimidin-2-yl)-1,4-dihydroquinolin